1-(pyridin-3-yl)-4-[2-(trifluoromethyl)phenyl]-1H-pyrazole-3-carboxamide N1=CC(=CC=C1)N1N=C(C(=C1)C1=C(C=CC=C1)C(F)(F)F)C(=O)N